FC1=CC=C(C=C1)N1N=CC2=CC(=CC=C12)N1[C@@H]([C@H](C(C1=O)(C)C)NC(=O)C1=NC=CC=N1)C1=CC=CC=C1 N-((2R,3S)-1-(1-(4-fluorophenyl)-1H-indazol-5-yl)-4,4-dimethyl-5-oxo-2-phenylpyrrolidin-3-yl)pyrimidine-2-carboxamide